ClC=1C=C2C=C(NC2=CC1)CNC(N([C@H]1CN(CCC1)C(CS(=O)(=O)C)=O)C)=O (R)-3-((5-chloro-1H-indol-2-yl)methyl)-1-methyl-1-(1-(2-(methylsulfonyl)acetyl)piperidin-3-yl)urea